tert-butyl 2-(6-((tert-butoxycarbonyl)amino)pyridin-3-yl)-2-cyanopropanoate C(C)(C)(C)OC(=O)NC1=CC=C(C=N1)C(C(=O)OC(C)(C)C)(C)C#N